CC1C=CC(C1)CC(=O)OCCCC n-butyl (4-methyl-2-cyclopentenyl)acetate